C(C1=CC=CC=C1)OC1=NC(=CC=C1N1C(N(C2=C1C=CC(=C2)C=2CCN(CC2)C(=O)OC(C)(C)C)C)=O)OCC2=CC=CC=C2 tert-butyl 4-[1-(2,6-dibenzyl oxy-3-pyridyl)-3-methyl-2-oxo-benzimidazol-5-yl]-3,6-dihydro-2H-pyridine-1-carboxylate